4-methoxypyrazole COC=1C=NNC1